3-Hydroxyoctadecenoic acid CCCCCCCCCCCCCCCC(=CC(=O)O)O